(S)-6-(4-(1-(sec-butyl)-3-(4-chloro-3-fluorophenyl)-1H-pyrrolo[2,3-b]pyridine-6-carbonyl)-3,3-dimethylpiperazin-1-yl)-2,4-dimethylnicotinic acid [C@H](C)(CC)N1C=C(C=2C1=NC(=CC2)C(=O)N2C(CN(CC2)C2=NC(=C(C(=O)O)C(=C2)C)C)(C)C)C2=CC(=C(C=C2)Cl)F